N-(1-([1,1'-Biphenyl]-3-yl)cyclopropyl)-5-(2-(dimethyl-amino)ethoxy)-2-methylbenzamide C1(=CC(=CC=C1)C1(CC1)NC(C1=C(C=CC(=C1)OCCN(C)C)C)=O)C1=CC=CC=C1